O1C(CCCC1)O[C@@H](C)C=1N(C=CN1)CC=1N=C(OC1)C1=CC=C(C=C1)C#CC1=CC=C(CN2CCC(CC2)O)C=C1 1-(4-((4-(4-((2-((1S)-1-((tetrahydro-2H-pyran-2-yl)oxy)ethyl)-1H-imidazole-1-yl)methyl)oxazol-2-yl)phenyl)ethynyl)benzyl)piperidin-4-ol